C(C)(C)(C)OC(N(C1=NC(=NN2C1=NC=C2)Cl)CC2=CC=CC=C2)=O.C(CCCCCCCCCCC)C2=CC=C(C=C2)S(=O)(=O)O 4-dodecylphenyl-sulfonate tert-butyl-N-benzyl-N-{2-chloroimidazo[2,1-f][1,2,4]triazin-4-yl}carbamate